N,N-diethyloctanamide CCCCCCCC(=O)N(CC)CC